N-(5,6-difluoro-1H-indol-3-yl)-N'-{1-[4-(trifluoromethyl)phenoxy]propan-2-yl}ethanediamide FC=1C=C2C(=CNC2=CC1F)NC(C(=O)NC(COC1=CC=C(C=C1)C(F)(F)F)C)=O